CN(C=1C2=C(N=C(N1)C1=NC=CC=C1)CCC2)CC2=NC=CC=N2 N-methyl-2-(pyridin-2-yl)-N-[(pyrimidin-2-yl)methyl]-5H,6H,7H-cyclopenta[d]pyrimidin-4-amine